[N+]1(=CC=C(C=C1)C1=CC=NC=C1)[S-] 4,4'-bipyridine sulfide